2-acetoxy-2-methyl-propanoic acid C(C)(=O)OC(C(=O)O)(C)C